3-((4-(2-(2,6-dioxopiperidin-3-yl)-1,3-dioxoisoindol-4-yl)but-3-yn-1-yl)oxy)-N-methylpropanamide O=C1NC(CCC1N1C(C2=CC=CC(=C2C1=O)C#CCCOCCC(=O)NC)=O)=O